NC1=NC=C(C(=C1C1=CC=C(C=C1)O)CC)C=1C2=CN(N=C2C=CC1)C 4-[2-amino-4-ethyl-5-(2-methylindazol-4-yl)-3-pyridinyl]phenol